methyl 2-[3-(6-fluoro-5-methylpyridin-3-yl)-1,2-oxazol-5-yl]-3-methylbutanoate FC1=C(C=C(C=N1)C1=NOC(=C1)C(C(=O)OC)C(C)C)C